CC1=CC2=C(N(C=N2)C2=CC=CC=C2)C=C1C 5,6-dimethyl-1-phenyl-1H-benzo[d]imidazole